N1N=NN=C1C1=CC=C(C=N1)[C@H]1CC2(CC(C2)(F)F)CCN1CC1=C2C=CNC2=C(C=C1OC)C (R)-6-(6-(1H-tetrazol-5-yl)pyridin-3-yl)-2,2-difluoro-7-((5-methoxy-7-methyl-1H-indol-4-yl)methyl)-7-azaspiro[3.5]nonane